C(CC)(=O)O.[Na] sodium hydrogen propionate